O[C@@H]1C[C@H](N(C1)C([C@H](C(C)(C)C)NC(=O)C1CN(C1)C(=O)OC(C)(C)C)=O)C(N[C@@H](C)C1=CC=C(C=C1)C1=C(N=CS1)C)=O tert-butyl 3-(((S)-1-((2S,4R)-4-hydroxy-2-(((S)-1-(4-(4-methylthiazol-5-yl)phenyl)ethyl)carbamoyl)pyrrolidin-1-yl)-3,3-dimethyl-1-oxobutan-2-yl)carbamoyl)azetidine-1-carboxylate